6-(2-(3,5-dimethoxyphenoxy)pyridin-3-yl)-N-methylpyrimidin-4-amine COC=1C=C(OC2=NC=CC=C2C2=CC(=NC=N2)NC)C=C(C1)OC